OC1=C(C(=C(C(=C1C(C(C)C)=O)O)CC=C(C)C)O)C(C(C)C)=O 1,1'-(2,4,6-trihydroxy-5-(3-methylbut-2-en-1-yl)-1,3-phenylene)bis(2-methylpropan-1-one)